N-((6-(4-methoxybenzyl)pyridin-3-yl)methyl)-11-oxo-10,11-dihydrodibenzo[b,f][1,4]thiazepine-8-carboxamide 5,5-dioxide COC1=CC=C(CC2=CC=C(C=N2)CNC(=O)C2=CC3=C(S(C4=C(C(N3)=O)C=CC=C4)(=O)=O)C=C2)C=C1